8-(1-bromoethyl)-2-ethylsulfanyl-6-(trifluoromethyl)chromen-4-one BrC(C)C=1C=C(C=C2C(C=C(OC12)SCC)=O)C(F)(F)F